[OH-].C(C=C)[N+](C(C)C)(C(C)C)C=CC allyl-propenyl-diisopropylammonium hydroxide